FC(C(=O)O)COC[C@H](C)NC=1C=NN(C(C1C(F)(F)F)=O)CC1=CC=C(C=C1)OC 2-fluoro-3-((S)-2-((1-(4-methoxybenzyl)-6-oxo-5-(trifluoromethyl)-1,6-dihydropyridazin-4-yl)amino)propoxy)propionic acid